C(C)(C)(C)N1CCC(CC1)N1CCC(CC1)N1CCC(CC1)N1N=C(C=2C1=NC=NC2N)C2=CC=C(C=C2)OC2=CC=CC=C2 tert-butyl-4-[4-[4-[4-amino-3-(4-phenoxyphenyl)pyrazolo[3,4-d]pyrimidin-1-yl]-1-piperidyl]-1-piperidyl]piperidine